ClC1=NC=C(C(=N1)CC1=CC=C(C=C1)C=1N(C=C(N1)C(F)(F)F)C)Cl 2,5-Dichloro-4-(4-(1-methyl-4-(trifluoromethyl)-1H-imidazol-2-yl)benzyl)pyrimidine